Thiophene-2-yl-thiophene-3-carboxylic acid methyl ester COC(=O)C1=C(SC=C1)C=1SC=CC1